FC1=C(CC2(CC3C(CN(C3)CC(C3=CC=C(C=C3)O)O)C2)O)C=CC(=C1)F rac-5-(2,4-difluorobenzyl)-2-(2-hydroxy-2-(4-hydroxyphenyl)ethyl)octahydrocyclopenta[c]pyrrol-5-ol